(S)-amino(3'-fluoro-[1,1'-biphenyl]) NC1=C(C=CC=C1)C1=CC(=CC=C1)F